6-bromo-1,2,3,4-tetrahydro-2-methylquinoline BrC=1C=C2CCC(NC2=CC1)C